C(C)(=O)OC12N(C(NC1=O)=S)CCC2 1-oxo-3-thioxotetrahydro-1H-pyrrolo[1,2-c]imidazol-7a(5H)-YL ACETATE